BrC=1C=C2CN(C(C2=CC1)=O)[C@H](C(=O)OC)C(C)C methyl (2S)-2-(5-bromo-1-oxo-1,3-dihydro-2H-isoindol-2-yl)-3-methylbutanoate